rac-tert-butyl (3-methyl-5-(2-((2R,5S)-5-methyl-2-(5-(1-(tetrahydro-2H-pyran-2-yl)-1H-pyrazol-5-yl)thiophen-2-yl)piperidin-1-yl)-2-oxoacetamido)pyridin-2-yl)carbamate CC=1C(=NC=C(C1)NC(C(=O)N1[C@H](CC[C@@H](C1)C)C=1SC(=CC1)C1=CC=NN1[C@@H]1OCCCC1)=O)NC(OC(C)(C)C)=O |&1:28|